ClC1=C(C(=CC=C1)F)C1CC(=NO1)C=1N=C(SC1)C1CCN(CC1)C(COC1=NC=C(N=C1)C(F)(F)F)=O 1-(4-(4-(5-(2-chloro-6-fluorophenyl)-4,5-dihydroisoxazol-3-yl)thiazol-2-yl)piperidin-1-yl)-2-((5-(trifluoromethyl)pyrazin-2-yl)oxy)ethan-1-one